((cyclopropylamino)methyl)-2-fluorobenzonitrile C1(CC1)NCC=1C(=C(C#N)C=CC1)F